((6-methyl-4-(methylthio)-2-oxo-1,2-dihydropyridin-3-yl)methyl)-7-(2-morpholinopyrimidin-5-yl)benzo[d][1,3]dioxole-5-carboxamide CC1=CC(=C(C(N1)=O)CC1OC2=C(O1)C(=CC(=C2)C(=O)N)C=2C=NC(=NC2)N2CCOCC2)SC